O=C1C(CCCC1)C#N 2-oxocyclohexanecarbonitrile